(S)-1-(3,5-dimethylpyridazin-4-yl)ethanol CC=1N=NC=C(C1[C@H](C)O)C